4,4'-bis[4-di-p-tolylaminostyryl]biphenyl C1(=CC=C(C=C1)N(C1=CC=C(C=CC2=CC=C(C=C2)C2=CC=C(C=C2)C=CC2=CC=C(C=C2)N(C2=CC=C(C=C2)C)C2=CC=C(C=C2)C)C=C1)C1=CC=C(C=C1)C)C